(6S,10aR)-6-benzyl-8-isopentyl-2-(3-phenylpropanyl)hexahydropyrazino[1,2-d][1,4]diazepine-4,7(1H,6H)-dione C(C1=CC=CC=C1)[C@H]1C(N(CC[C@H]2N1C(CN(C2)CCCC2=CC=CC=C2)=O)CCC(C)C)=O